OC1=CC2=C(C(C(=CO2)CC2=CC=C(C=C2)C)=O)C=C1 7-hydroxy-3-((p-methylphenyl)methyl)-4H-benzopyran-4-one